N-hydroxy-2,4-dichlorobenzamide ONC(C1=C(C=C(C=C1)Cl)Cl)=O